C(#N)C1=C(C=CC=C1)[C@H]([C@H](C)C=1N(C(C(=C(N1)C(=O)NC=1C=NOC1)O)=O)C)C1=NC=C(N=C1)C 2-((1S,2S)-1-(2-cyanophenyl)-1-(5-methylpyrazin-2-yl)propan-2-yl)-5-hydroxy-N-(isoxazol-4-yl)-1-methyl-6-oxo-1,6-dihydropyrimidine-4-carboxamide